C1(=C(CCCC1)N)N (1R,2R)-cyclohexene-1,2-diamine